NC=1C2=C(N=CN1)N(C=C2C2=CC=C(C=1N2C=CN1)NC(=O)NC1=CC(=C(C=C1)CN1CCN(CC1)C)C(F)(F)F)C1CCN(CC1)C 1-(5-(4-AMINO-7-(1-METHYLPIPERIDIN-4-YL)-7H-PYRROLO[2,3-D]PYRIMIDIN-5-YL)IMIDAZO[1,2-A]PYRIDIN-8-YL)-3-(4-((4-METHYLPIPERAZIN-1-YL)METHYL)-3-(TRIFLUOROMETHYL)PHENYL)UREA